FC=1C=C(OCCN2CCC3(CC2)C(NC2=CC=C(C=C23)C#N)=O)C=C(C1[C@H](C)S(=O)(=O)C)F (S)-1'-{2-[3,5-difluoro-4-(1-methanesulfonyl-ethyl)phenoxy]ethyl}-2-oxo-1,2-dihydrospiro[indole-3,4'-piperidine]-5-carbonitrile